p-tert-octyl-phenoxyethyl chloride C(C)(C)(CC(C)(C)C)C1=CC=C(OCCCl)C=C1